4-((Tetrahydro-2H-pyran-4-yl)oxy)isoindolin O1CCC(CC1)OC1=C2CNCC2=CC=C1